tert-butyl 3-[[2-(2-[[2-(2,6-dioxopiperidin-3-yl)-1,3-dioxoisoindol-4-yl]amino]ethoxy)ethyl] sulfamoyl]azetidine-1-carboxylate O=C1NC(CCC1N1C(C2=CC=CC(=C2C1=O)NCCOCCNS(=O)(=O)C1CN(C1)C(=O)OC(C)(C)C)=O)=O